2-[4-[4-(5-Isopropyl-1,2,4-oxadiazol-3-yl)benzoyl]piperazin-1-yl]-3H-quinazolin-4-one C(C)(C)C1=NC(=NO1)C1=CC=C(C(=O)N2CCN(CC2)C2=NC3=CC=CC=C3C(N2)=O)C=C1